3-oxo-6-[6-(trifluoromethyl)pyridin-3-yl]-2,3-dihydropyridazine-4-carboxylic acid ethyl ester C(C)OC(=O)C=1C(NN=C(C1)C=1C=NC(=CC1)C(F)(F)F)=O